3-(4-chlorophenyl)-[1,2']binaphthalenyl ClC1=CC=C(C=C1)C=1C=C(C2=CC=CC=C2C1)C1=CC2=CC=CC=C2C=C1